C(CC)[Si](OC)(OC)C ProPylmethyldimethoxy-silane